3-(4-tert-butylphenyl)phenol C(C)(C)(C)C1=CC=C(C=C1)C=1C=C(C=CC1)O